FC1(CCC(CC1)OC(=O)N[C@H](C(=O)N[C@H](C(=O)OC)C[C@H]1C(NCC1)=O)CC(C)C)F methyl (S)-2-((S)-2-((((4,4-difluorocyclohexyl)oxy)carbonyl)amino)-4-methylpentanamido)-3-((S)-2-oxopyrrolidin-3-yl)propanoate